1-(4-(4-((3-methyl-4-((1-methyl-1H-benzo[d][1,2,3]triazol-5-yl)oxy)phenyl)amino)pyrido[3,2-d]pyrimidin-6-yl)-3,6-dihydropyridin-1(2H)-yl)prop-2-en-1-one trifluoroacetate FC(C(=O)O)(F)F.CC=1C=C(C=CC1OC1=CC2=C(N(N=N2)C)C=C1)NC=1C2=C(N=CN1)C=CC(=N2)C=2CCN(CC2)C(C=C)=O